CC(=O)CCC(=O)[O-] The molecule is a member of the class of oxopentanoates that is the conjugate base of 4-oxopentanoic acid. It has a role as a plant metabolite. It is a conjugate base of a 4-oxopentanoic acid.